(S)-5-(aminomethyl)-N-(3,3-difluorocyclopentyl)-N-methylpyridin-2-amine hydrochloride Cl.NCC=1C=CC(=NC1)N(C)[C@@H]1CC(CC1)(F)F